(S)-(6-fluoro-1H-indol-3-yl)(4-(1-hydroxypropyl)thiazol-2-yl)methanone FC1=CC=C2C(=CNC2=C1)C(=O)C=1SC=C(N1)[C@H](CC)O